C1(=CC=CC=C1)C(C1=CC=CC=C1)OC(CCCCCCCCCCCCN(C1=CC=CC=C1)OCC1=CC=C(C=C1)[N+](=O)[O-])=O (4-nitrobenzyloxy)anilinetridecanoic acid-1,1-diphenylmethyl ester